FC1=C2C(=NNC2=CC=C1F)C=C 4,5-difluoro-3-vinyl-1H-indazole